C(=O)O.BrC=1C=CC(=C(C1)O)C=1C=2N(C(=NN1)N[C@H]1CN(CCC1)CC)C=CC2 5-bromo-2-(4-{[(3R)-1-ethylpiperidin-3-yl]amino}pyrrolo[1,2-d][1,2,4]triazin-1-yl)phenol formate salt